6-(1-methylpiperidin-4-yl)-4-morpholino-2-((3-phenyl-1H-pyrazol-5-yl)methyl)furo[3,2-d]pyrimidine CN1CCC(CC1)C1=CC=2N=C(N=C(C2O1)N1CCOCC1)CC1=CC(=NN1)C1=CC=CC=C1